5-[3-bromo-4-[(2,4-difluorobenzyl)oxy]-6-methyl-2-oxopyridin-1(2H)-yl]isophthalamide BrC=1C(N(C(=CC1OCC1=C(C=C(C=C1)F)F)C)C=1C=C(C=C(C(=O)N)C1)C(=O)N)=O